FC1=CC=2N(C=C1NC(=O)N1CCC=3C1=NC=CC3N3CC(N(CC3)C(=O)OCCCCC)(C)C)C=C(N2)C pentyl 4-(1-((7-fluoro-2-methylimidazo[1,2-a]pyridin-6-yl)carbamoyl)-2,3-dihydro-1H-pyrrolo[2,3-b]pyridin-4-yl)-2,2-dimethylpiperazine-1-carboxylate